2,5-dichloro-N-((S)-1-(((R)-3-methyl-1-((R)-5-methyl-4,8-dioxo-1,3,6,2-dioxathiaborocan-2-yl)butyl)amino)-1-oxo-3-phenylpropan-2-yl)benzamide ClC1=C(C(=O)N[C@H](C(=O)N[C@@H](CC(C)C)B2OC(CS[C@@H](C(O2)=O)C)=O)CC2=CC=CC=C2)C=C(C=C1)Cl